tert-butyl-6-(6-methylpyridin-2-yl)-8-({[2-(trimethylsilyl)ethoxy]carbonyl}amino)-2H,3H,4H-pyrido[3,2-b][1,4]oxazine C(C)(C)(C)C1CNC2=C(O1)C(=CC(=N2)C2=NC(=CC=C2)C)NC(=O)OCC[Si](C)(C)C